BrC1=CC(=C(C=C1)NC(=O)C=1SC(N2C1NC(C1=CC=C(C=C21)Cl)=O)=S)F N-(4-Bromo-2-fluorophenyl)-8-chloro-5-oxo-1-thioxo-4,5-dihydro-1H-thiazolo[3,4-a]quinazoline-3-carboxamide